1-octadecyl-2-(11Z,14Z-eicosadienoyl)-glycero-3-phospho-(1'-sn-glycerol) CCCCCCCCCCCCCCCCCCOC[C@H](COP(=O)(O)OC[C@H](CO)O)OC(=O)CCCCCCCCC/C=C\C/C=C\CCCCC